ClC=1C(=C(C=CC1)NC1=C(NC2=C1C(NCC2)=O)C2=C(C=NC=C2)C#CC2(COCC2)NC(OC(C)(C)C)=O)OC tert-butyl N-{3-[2-(4-{3-[(3-chloro-2-methoxyphenyl)amino]-4-oxo-1H,5H,6H,7H-pyrrolo[3,2-c]pyridin-2-yl}pyridin-3-yl)ethynyl]oxolan-3-yl}carbamat